5-([1,2,4]triazolo[1,5-a]pyridin-6-yl)-4-methoxy-N-(1,4-dioxaspiro[4.5]decan-8-yl)-7H-pyrrolo[2,3-d]pyrimidin-2-amine N=1C=NN2C1C=CC(=C2)C2=CNC=1N=C(N=C(C12)OC)NC1CCC2(OCCO2)CC1